2,6-dimethyl-N-(2-nitrophenyl)aniline CC1=C(NC2=C(C=CC=C2)[N+](=O)[O-])C(=CC=C1)C